C=CCCCCCCCCCCCCCC n-Hexadecene